CO[C@H]1C[C@H](C1)NC=1N=CC2=C(N1)NC=C2C=2C=C1N=CC=NC1=CC2 N-(cis-3-Methoxycyclobutyl)-5-(quinoxalin-6-yl)-7H-pyrrolo[2,3-d]pyrimidin-2-amine